(1S,3'R,4'S,5'S,6'R)-6'-Methyl-6-(4-ethyl-benzyl)-5-chloro-3',4',5',6'-tetrahydro-3H-spiro[isobenzofuran-1,2'-pyran]-3',4',5'-triol C[C@@H]1[C@H]([C@@H]([C@H]([C@]2(O1)OCC1=CC(=C(C=C12)CC1=CC=C(C=C1)CC)Cl)O)O)O